4-{4-[(quinoline-2-yl)methoxy]phenyl}butan N1=C(C=CC2=CC=CC=C12)COC1=CC=C(C=C1)CCCC